CS(=O)(=O)O.ClC1=CC=C(C=C1)C=1C(=NC(=NC1CC)N)N 5-(4-chlorophenyl)-6-ethyl-2,4-pyrimidinediamine methanesulfonic acid salt